CCCCCCCCCCCCCCCCCCCCCCCCCCCCCCCCCCCCCCCCCCCCCCCCCCCCCCCCCCCCCCCCCCCCCCCC n-Doheptacontane